3-(4-methoxyphenyl)-7-((2,2,2-trifluoroethyl)amino)-1-(4-(1-(triisopropylsilyl)-1H-pyrrol-3-yl)phenyl)-3,4-dihydropyrimido[4,5-d]pyrimidin-2(1H)-one COC1=CC=C(C=C1)N1C(N(C2=NC(=NC=C2C1)NCC(F)(F)F)C1=CC=C(C=C1)C1=CN(C=C1)[Si](C(C)C)(C(C)C)C(C)C)=O